FC(S(=O)(=O)[O-])(F)F.C1(CCCCC1)C[SH+]C1C(CCCC1)=O cyclohexylmethyl-(2-oxocyclohexyl)sulfonium trifluoromethane-sulfonate